Cl.FC=1C=C(CN2N=C3N([C@H](CCC3)C(=O)O)C2=O)C=CC1F |r| (5RS)-2-(3,4-Difluorobenzyl)-3-oxo-2,3,5,6,7,8-hexahydro[1,2,4]triazolo[4,3-a]pyridine-5-Carboxylic acid hydrochloride